3-((3R,4S)-4-((5-(3-(2,2-difluoroethyl)-2-methyl-3H-imidazo[4,5-b]pyridin-5-yl)pyrrolo[2,1-f][1,2,4]triazin-2-yl-4-d)amino)-3-fluoropiperidin-1-yl)oxetane-3-carbonitrile FC(CN1C(=NC=2C1=NC(=CC2)C=2C=CN1N=C(N=C(C12)[2H])N[C@@H]1[C@@H](CN(CC1)C1(COC1)C#N)F)C)F